C(C)(C)(C)OC(=O)N1C[C@H]([C@@H](CC1)O)NC(CCl)=O |r| rac-trans-3-[(2-chloroacetyl)amino]-4-hydroxy-piperidine-1-carboxylic acid tert-butyl ester